NC=CC=1C(NC2=CC=CC=C2C1)=O aminovinyl-quinolone